1-(3-((7-methoxy-4-((2-methoxy-5-(1-methyl-1H-pyrazol-5-yl)phenyl)amino)quinazolin-6-yl)oxy)azetidin-1-yl)prop-2-en-1-one COC1=C(C=C2C(=NC=NC2=C1)NC1=C(C=CC(=C1)C1=CC=NN1C)OC)OC1CN(C1)C(C=C)=O